2-methoxy-4-methylbenzothioate COC1=C(C([O-])=S)C=CC(=C1)C